N-(4-hydroxyphenyl)maleamide OC1=CC=C(C=C1)NC(\C=C/C(=O)N)=O